(E)-3-(3,4-dihydroxyphenyl)-N-(4-fluorophenylethyl)acrylamide OC=1C=C(C=CC1O)/C=C/C(=O)NCCC1=CC=C(C=C1)F